(2-((2H-indazol-2-yl)methyl)-8-amino-5-(pyrimidin-4-yl)-[1,2,4]triazolo[1,5-a]pyrazin-6-yl)benzonitrile N=1N(C=C2C=CC=CC12)CC1=NN2C(C(=NC(=C2C2=NC=NC=C2)C2=C(C#N)C=CC=C2)N)=N1